FC1=C(OC=2C(=C(C(=CC2)\C=C(\B2OC(C(O2)(C)C)(C)C)/F)N2CC3(CCC2)CCN(CC3)C(=O)OC(C)(C)C)C(F)(F)F)C=CC(=C1)F tert-Butyl (Z)-2-(3-(2,4-difluorophenoxy)-6-(2-fluoro-2-(4,4,5,5-tetramethyl-1,3,2-dioxaborolan-2-yl)vinyl)-2-(trifluoromethyl)phenyl)-2,9-diazaspiro[5.5]undecane-9-carboxylate